C12(CC3CC(CC(C1)C3)C2)P(CCCC)C23CC1CC(CC(C2)C1)C3 Di(1-adamantyl)-n-butylphosphin